1-(p-tolyl)-1H-1,2,4-triazole-3-carboxamide C1(=CC=C(C=C1)N1N=C(N=C1)C(=O)N)C